C1CC1NC(=O)CBr 2-bromo-N-cyclopropyl-acetamide